FCS(=O)(=O)N[C@@H]1CN(CC1)C1=NO[C@@H](C1)C1=NC=C(C=C1C1=C(C=C(C=C1F)F)F)C 1-fluoro-N-[(3S)-1-{(5S)-5-[5-methyl-3-(2,4,6-trifluorophenyl)pyridin-2-yl]-4,5-dihydro-1,2-oxazol-3-yl}pyrrolidin-3-yl]methanesulfonamide